N1=CC=C(C=C1)C1=NN(C=C1)C=1N=C(C2=C(N1)C=CC=N2)N2CCOCC2 4-(2-(3-(pyridin-4-yl)-1H-pyrazol-1-yl)pyrido[3,2-d]pyrimidin-4-yl)morpholine